(E)-6-((6-chloro-2-methyl-2H-indazol-5-yl)imino)-3-((1-((E)-3-(3,4-dibromophenyl)acryloyl)-1H-1,2,3-triazol-5-yl)methyl)-1-(2,4,5-trifluorobenzyl)-1,3,5-triazine-2,4-dione ClC=1C(=CC2=CN(N=C2C1)C)\N=C\1/NC(N(C(N1CC1=C(C=C(C(=C1)F)F)F)=O)CC1=CN=NN1C(\C=C\C1=CC(=C(C=C1)Br)Br)=O)=O